CC1=CC=CC(=N1)C1=C(N=CN1)C=1C=C2C=C(C=NC2=CC1)C1=CC=C(S1)C(=O)OCC1CNC1 azetidin-3-ylmethyl 5-(6-(5-(6-methylpyridin-2-yl)-1H-imidazol-4-yl)quinolin-3-yl)thiophene-2-carboxylate